rac-2-(4-chloro-2-methoxyphenyl)-1-(4-fluoro-6-methoxy-5-methyl-1H-indol-3-yl)-2-((3-(2-hydroxyethoxy)-5-methoxyphenyl)amino)ethanone ClC1=CC(=C(C=C1)[C@H](C(=O)C1=CNC2=CC(=C(C(=C12)F)C)OC)NC1=CC(=CC(=C1)OC)OCCO)OC |r|